[N+](=O)([O-])C1=CC=C(C=C1)C1(CC=C2NC3=CC=C(C=C3OC2=C1)C(=O)NC1=CC=C(C=C1)[N+](=O)[O-])C(=O)N 3,N7-bis(4-nitrophenyl)-10H-phenoxazine-3,7-dicarboxamide